tert-butyl (3R,5R)-3-((4-(4-chloro-2-fluorophenyl)phthalazin-1-yl)amino)-5-fluoropiperidine-1-carboxylate ClC1=CC(=C(C=C1)C1=NN=C(C2=CC=CC=C12)N[C@H]1CN(C[C@@H](C1)F)C(=O)OC(C)(C)C)F